C[C@](CO)([C@@H](COP(=O)([O-])OP(=O)([O-])OC[C@@H]1[C@H]([C@H]([C@@H](O1)N2C=CC(=NC2=O)N)O)O)O)O 4-diphosphocytidyl-2C-methyl-D-erythritol